(S)-2-((((9H-fluoren-9-yl)methoxy)carbonyl)(methyl)amino)pent-4-enoic acid C1=CC=CC=2C3=CC=CC=C3C(C12)COC(=O)N([C@H](C(=O)O)CC=C)C